C(C=C)C1=CC=C(C=C1)OC p-allyl-anisole